alpha-ketoadipic acid O=C(C(=O)O)CCCC(=O)O